C(C=C)OC(=O)C1CCN(CC1)S(=O)(=O)NC(=O)OCC(=O)OC(C)(C)C 1-(N-((2-(tert-butyloxy)-2-oxoethoxy)carbonyl)aminosulfonyl)piperidine-4-carboxylic acid allyl ester